O=C1NC(CCC1N1C(C2=CC=C(C=C2C1=O)NCCC[C@@H]1C[C@H](C1)N1N=CC(=C1)C1=NC=2C=CC=C(C2N=C1)C#N)=O)=O 2-(1-(trans-3-(3-((2-(2,6-dioxopiperidin-3-yl)-1,3-dioxoisoindolin-5-yl)amino)propyl)cyclobutyl)-1H-pyrazol-4-yl)quinoxaline-5-carbonitrile